5-(trifluoro-methyl)-pyrazol FC(C1=CC=NN1)(F)F